C(C)OC(=O)C=1C=CC2=C(N=CS2)C1 Benzo[d]thiazole-5-carboxylic acid ethyl ester